tert-butyl 2-((((9H-fluoren-9-yl)methoxy)carbonyl)amino)-6-((tert-butoxycarbonyl)-amino)hexanoate C1=CC=CC=2C3=CC=CC=C3C(C12)COC(=O)NC(C(=O)OC(C)(C)C)CCCCNC(=O)OC(C)(C)C